2,2-bis(5-methyl-2-furyl)propane CC1=CC=C(O1)C(C)(C)C=1OC(=CC1)C